(6S)-N-[(1S)-2-amino-2-oxo-1-[[(3S)-2-oxopyrrolidin-3-yl]methyl]ethyl]-5-azaspiro[2.4]heptane-6-carboxamide NC([C@H](C[C@H]1C(NCC1)=O)NC(=O)[C@H]1NCC2(CC2)C1)=O